CN(C=1C=CC(=C2CNC(C12)=O)C1=CC=NC=C1)C 7-(dimethylamino)-4-(pyridin-4-yl)isoindolin-1-one